NCC=1C=C(C=CC1)C1=CC(=CC=2C=COC21)COC2=C(C=CC(=C2)C(C)O)CC(=O)OCC ethyl 2-(2-((7-(3-(aminomethyl)phenyl)benzofuran-5-yl)methoxy)-4-(1-hydroxy ethyl)phenyl)acetate